ethyl (E)-3-((5-(4-aminophenyl)-3,3-dibutyl-7-(methylthio)-1,1-dioxido-2,3,4,5-tetrahydro-1,5-benzothiazepin-8-yl)oxy)acrylate NC1=CC=C(C=C1)N1CC(CS(C2=C1C=C(C(=C2)O/C=C/C(=O)OCC)SC)(=O)=O)(CCCC)CCCC